2,2'-dipyrrolylmethane C1=CNC(=C1)CC2=CC=CN2